Cl[C@H](C)OC(=O)CCCCCCCCCC Decane-1-carboxylic acid (1R)-1-chloroethyl ester